3-((2-methoxyethyl)amino)-5-(5-(trifluoromethyl)-4-((2-(trimethylsilyl)ethoxy)methyl)-4H-1,2,4-triazol-3-yl)pyridinecarbaldehyde COCCNC=1C(=NC=C(C1)C1=NN=C(N1COCC[Si](C)(C)C)C(F)(F)F)C=O